6-(2,4-dimethoxypyrimidin-5-yl)-8-[3-(trifluoromethyl)azetidin-1-yl]imidazo[1,2-b]pyridazine COC1=NC=C(C(=N1)OC)C=1C=C(C=2N(N1)C=CN2)N2CC(C2)C(F)(F)F